ClC=1C=C(C=C2C(=C(C=NC12)C#N)N[C@H](CCC#N)C1=CC=CC=C1)N[C@@H](C=1C(=NC=CC1)C)C=1N=NN(C1)C1CC1 8-chloro-4-(((R)-3-cyano-1-phenylpropyl)amino)-6-(((S)-(1-cyclopropyl-1H-1,2,3-triazol-4-yl)(2-methylpyridin-3-yl)methyl)amino)quinoline-3-carbonitrile